N1N=C(C=C1)C1=CC=C(C2=C1N=NS2)C2=NNC=C2 4,7-di(pyrazolyl)benzothiadiazole